C(C)(C)(C)OC(CC1(CCN(CC1)C1=C(C=C(C=C1Cl)N)Cl)O)=O 2-(1-(4-amino-2,6-dichlorophenyl)-4-hydroxypiperidin-4-yl)acetic acid tert-butyl ester